8-chloro-7-methoxyquinolin-2(1H)-one ClC=1C(=CC=C2C=CC(NC12)=O)OC